methyl-5-norbornene-2-carboxylate (methyl 5-norbornene-2-carboxylate) CC12C(CC(C=C1)C2)C(=O)O.COC(=O)C2C1C=CC(C2)C1